C(=O)O.NC1=CN=NC2=CC(=CC=C12)C=1C(=CC(=C(C1)B(O)O)OC1CC(C1)(F)F)N1N=CC=C1 [5-(4-aminocinnolin-7-yl)-2-(3,3-difluorocyclobutoxy)-4-(1H-pyrazol-1-yl)phenyl]boronic acid formic acid salt